4,4'-(1-(4-hydroxyphenyl)ethane-1,1-diyl)bis(2-iodophenol) OC1=CC=C(C=C1)C(C)(C1=CC(=C(C=C1)O)I)C1=CC(=C(C=C1)O)I